BrC1=C2C(CC(OC2=CC=C1)=O)(C)C 5-bromo-4,4-dimethylchroman-2-one